C1CCC2=C(C=3CCCC3C=C12)CC(=O)NS(=O)(=O)N(CCN(C(OCC1=CC=CC=C1)=O)C)C=1C=NN(C1)C benzyl N-[2-[[2-(1,2,3,5,6,7-hexahydro-s-indacen-4-yl)acetyl]sulfamoyl-(1-methylpyrazol-4-yl)amino]ethyl]-N-methyl-carbamate